C1C(CC2=CC=CC=C12)NC1=NC=C(C=N1)C=1C(=NN(C1)CC(=O)N1CCN(CC1)C(CO)=O)C1=CC=NC=C1 1-(4-[2-(4-{2-[(2,3-dihydro-1H-inden-2-yl)amino]pyrimidin-5-yl}-3-(pyridin-4-yl)-1H-pyrazol-1-yl)acetyl]piperazin-1-yl)-2-hydroxyethan-1-one